(S)-2-(4-(6-((4-cyano-2-fluorobenzyl)oxy)pyridin-2-yl)-2-fluorobenzyl)-7-fluoro-1-(oxetan-2-ylmethyl)-1H-benzo[d]imidazole-6-carboxylic acid C(#N)C1=CC(=C(COC2=CC=CC(=N2)C2=CC(=C(CC3=NC4=C(N3C[C@H]3OCC3)C(=C(C=C4)C(=O)O)F)C=C2)F)C=C1)F